C(CCCCCCCCCCC)(=O)N[C@@H](CCC(N)=O)C(=O)O.C(CCCCCCCCCCC)(=O)N[C@@H](CCC(N)=O)C(=O)O.[Na] sodium bis(lauroyl-glutamine)